N1(CCC2=CC=CC=C12)CCNS(=O)(=O)C1=CC=C(C=C1)OC1=CC=CC=C1 N-(2-(INDOLIN-1-YL)ETHYL)-4-PHENOXYBENZENESULFONAMIDE